ClC1=CC(=C(CN2CCC(CC2)C(=O)N)C=C1Cl)O 1-(4,5-dichloro-2-hydroxybenzyl)piperidine-4-carboxamide